N-([2,3'-bipyridin]-5-ylmethyl)-2-(2-aminopyridin-4-yl)-9-isopropyl-9H-purin-6-amine N1=C(C=CC(=C1)CNC1=C2N=CN(C2=NC(=N1)C1=CC(=NC=C1)N)C(C)C)C=1C=NC=CC1